(2R,4R)-1-(benzyloxycarbonyl)-4-methoxypyrrolidine-2-carboxylic acid C(C1=CC=CC=C1)OC(=O)N1[C@H](C[C@H](C1)OC)C(=O)O